C(=O)C1=C(C(=NC(=C1O)C)/N=N/C1=C(C=C(C=C1)S(=O)(=O)O)S(=O)(=O)O)COP(=O)(O)O 4-[(E)-{4-formyl-5-hydroxy-6-methyl-3-[(phosphonooxy)methyl]pyridin-2-yl}diazenyl]benzene-1,3-disulfonic acid